((4R,5R)-5-(2-nitrophenyl)-2-methyl-1,3-dioxolan-4-yl)methanol [N+](=O)([O-])C1=C(C=CC=C1)[C@@H]1[C@H](OC(O1)C)CO